N[C@@H](CCC(=O)[O-])C(=O)[O-].[K+].[K+] potassium glutamate